COC1=CC=C(C=C1)C(C)(C)C=1N=C(SC1)NC(NCC=1C=CC(=NC1)C(=O)NC1CCN(CC1)CCC)=O 5-((3-(4-(2-(4-methoxy-phenyl)propan-2-yl)thiazol-2-yl)ureido)methyl)-N-(1-propylpiperidin-4-yl)picolinamide